ethyl (Z)-2-(2,3-dimethylindol-1-yl)-3-[(3,4-dimethyl-5-oxo-2H-furan-2-yl)oxy]prop-2-enoate CC=1N(C2=CC=CC=C2C1C)\C(\C(=O)OCC)=C/OC1OC(C(=C1C)C)=O